propyl 2-formyl-4-methyl-thiazole-5-carboxylate C(=O)C=1SC(=C(N1)C)C(=O)OCCC